N-((1S,9S)-9-ethyl-5-fluoro-9-hydroxy-4-methyl-10,13-dioxo-2,3,9,10,13,15-hexahydro-1H,12H-benzo[de]pyrano[3',4':6,7]indolizino[1,2-b]quinolin-1-yl)-2-(piperazin-1-yl)acetamide C(C)[C@]1(C(OCC=2C(N3CC=4C(=NC=5C=C(C(=C6C5C4[C@H](CC6)NC(CN6CCNCC6)=O)C)F)C3=CC21)=O)=O)O